CCC(C)C(=O)OC(CC(=O)[O-])C[N+](C)(C)C 2-methylbutyrylcarnitine